2-methyl-5-(4-((4-phenethoxy-phenyl)carbamoyl)pyrimidin-2-yl)nicotinic acid CC1=C(C(=O)O)C=C(C=N1)C1=NC=CC(=N1)C(NC1=CC=C(C=C1)OCCC1=CC=CC=C1)=O